ClC1=CC=C(C=C1)C(=O)C1CCCC1 (4-chlorophenyl)(cyclopentyl)methanone